6-(trifluoromethyl)indole-3-carboxamide FC(C1=CC=C2C(=CNC2=C1)C(=O)N)(F)F